OC(C)(C)C1=C(C(NN=C1)=O)C 5-(2-hydroxy-prop-2-yl)-4-methyl-2H-pyridazin-3-one